N-((2-(4-((tert-butoxycarbonyl)amino)phenyl)-5-methylthiazole-4-carbonyl)seryl)-O-(tert-butyldiphenylsilyl)-L-serine methyl ester COC([C@@H](NC([C@@H](NC(=O)C=1N=C(SC1C)C1=CC=C(C=C1)NC(=O)OC(C)(C)C)CO)=O)CO[Si](C1=CC=CC=C1)(C1=CC=CC=C1)C(C)(C)C)=O